2-(5-(6-((2,3-dihydro-1H-inden-2-yl)amino)pyridazin-3-yl)-1,3,4-oxadiazol-2-yl)acetic acid C1C(CC2=CC=CC=C12)NC1=CC=C(N=N1)C1=NN=C(O1)CC(=O)O